4-Amino-3-methylphenol NC1=C(C=C(C=C1)O)C